(E)-(4-bromo-3-chlorobut-1-en-1-yl)benzene BrCC(/C=C/C1=CC=CC=C1)Cl